ethyl 5,5,5-trifluoro-2-oxopentanoate FC(CCC(C(=O)OCC)=O)(F)F